Cl.C(#C)C1=CC=C(C[C@H](N)C(=O)O)C=C1 p-Ethynylphenylalanine hydrochloride